BrCC1=CC=C(C=C1)C1=CC=CC=C1 4'-(bromomethyl)-[1,1'-Biphenyl]